CCCCCCCCCCCCCCCCCCCCC(=O)O[C@H](COC(=O)CC/C=C\C/C=C\C/C=C\C/C=C\C/C=C\C/C=C\CC)COP(=O)([O-])OCC[N+](C)(C)C 1-(4Z,7Z,10Z,13Z,16Z,19Z-docosahexaenoyl)-2-heneicosanoyl-glycero-3-phosphocholine